4-chlorophenyl tertiary butyl ether C(C)(C)(C)OC1=CC=C(C=C1)Cl